Di-(1-adamantyl)-n-butylphosphine C12(CC3CC(CC(C1)C3)C2)P(CCCC)C23CC1CC(CC(C2)C1)C3